CN1C(N(C(C2=C1C=CNC2=O)=O)CC)=O 1-methyl-3-ethylpyrido[4,3-d]pyrimidine-2,4,5(1H,3H,6H)-trione